ClC=1C=C2C(=NC(N(C2=CC1C1=C(C=CC=C1O)F)C1=C(C=NC=C1)C1CC1)=O)N1CCN(CC1)C(C=C)=O 6-chloro-1-(3-cyclopropyl-4-pyridinyl)-7-(2-fluoro-6-hydroxy-phenyl)-4-(4-(2-propenoyl)-1-piperazinyl)-2(1H)-quinazolinone